CN1CSC2=C1C=CC(=C2)S(=O)(=O)O 2,3-dihydro-3-methyl-6-benzothiazolesulfonic acid